Cl.N1CCC(CC1)C1OC2=C(O1)C=CC(=C2)C(=O)N 2-(piperidin-4-yl)benzo[d][1,3]dioxole-5-carboxamide hydrochloride